2-(1-methyl-3-(pyridin-3-yl)ureido)-5-oxo-5H-thieno[3,2-b]pyran-6-carboxylic acid CN(C(=O)NC=1C=NC=CC1)C1=CC=2OC(C(=CC2S1)C(=O)O)=O